3,4-Ethylenedioxythiophen C1OC2=CSC=C2OC1